OC1(COC2(C1)CN(CC2)C(=O)OC(C)(C)C)C2=CC=C(C=C2)C(F)(F)F tert-butyl 3-hydroxy-3-(4-(trifluoromethyl) phenyl)-1-oxa-7-azaspiro[4.4]nonane-7-carboxylate